CN1N=C2C(=CC(=CC2=C1)C1=CC2=C(N=C(S2)C2CCNCC2)C=C1)C#N 2-methyl-5-[2-(piperidin-4-yl)-1,3-benzothiazol-6-yl]-2H-indazole-7-carbonitrile